FC1CC(CN(C1)C=1C=NC=CC1)NCC1=CC(=NC=C1)C 5-fluoro-N-[(2-methylpyridin-4-yl)methyl]-1-(pyridin-3-yl)piperidin-3-amine